COC(=O)C=1C=CC(=C2C=C(N=NC12)OCCOC)N1CCN(CC1)C(=O)OC(C)(C)C 5-[4-(tert-butoxycarbonyl)piperazin-1-yl]-3-(2-methoxyethoxy)cinnoline-8-carboxylic acid methyl ester